(S)-2-((3S,5S)-3,5-Dimethylpiperazin-1-yl)-N-(3-(2-((2-fluoro-3-(methylsulfonyl)phenyl)amino)-5-methylpyrimidin-4-yl)-1H-indol-7-yl)propanamid C[C@H]1CN(C[C@@H](N1)C)[C@H](C(=O)NC=1C=CC=C2C(=CNC12)C1=NC(=NC=C1C)NC1=C(C(=CC=C1)S(=O)(=O)C)F)C